Dipotassium triflate [O-]S(=O)(=O)C(F)(F)F.[K+].[K+].[O-]S(=O)(=O)C(F)(F)F